1-(pyrimidin-2-yl)methanesulfonamide N1=C(N=CC=C1)CS(=O)(=O)N